1-(2-chlorophenyl)-N-[4-(2,4-dioxo-7-methoxy-1H-benzo[1,2-b][1,4]diazepin-1-yl)phenyl]methanesulfonamide benzyl-4-[4-(aminomethyl)-2,6-difluoro-phenyl]piperazine-1-carboxylate C(C1=CC=CC=C1)OC(=O)N1CCN(CC1)C1=C(C=C(C=C1F)CN)F.ClC1=C(C=CC=C1)CS(=O)(=O)NC1=CC=C(C=C1)N1C2=C(NC(CC1=O)=O)C=C(C=C2)OC